C(CCC)SSOCSC(C(=O)O)CC(=O)O 2-[[(butylthio)thiooxymethyl]thio]succinic acid